3-(3-bromo-5-(trifluoromethyl)phenyl)-1H-1,2,4-triazole BrC=1C=C(C=C(C1)C(F)(F)F)C1=NNC=N1